(3-pyridyl)urea N1=CC(=CC=C1)NC(=O)N